7-Chloro-N-(2,4-dimethylphenyl)-5-oxo-1-thioxo-4,5-dihydro-1H-thiazolo[3,4-a]quinazoline-3-carboxamid ClC=1C=C2C(NC=3N(C2=CC1)C(SC3C(=O)NC3=C(C=C(C=C3)C)C)=S)=O